C(C)(=O)N[C@@H](C=O)[C@H]([C@H](O)[C@H](O)C(=O)O)N 2-acetamido-3-amino-2,3-dideoxy-D-glucuronic acid